(2S)-2-(tert-butoxycarbonylamino)-3-(1-fluorocyclopropyl)propanoic acid C(C)(C)(C)OC(=O)N[C@H](C(=O)O)CC1(CC1)F